O(C1=CC=CC=C1)CCNC=1C2=C(N=CN1)OC(=C2C=2C=C(C=CC2)NC(C=C)=O)C2=CC=CC=C2 N-(3-{4-[(2-Phenoxyethyl)amino]-6-phenylfuro[2,3-d]pyrimidin-5-yl}phenyl)prop-2-enamide